COC1=C(C=O)C=C(C=C1C)C 2-METHOXY-3,5-DIMETHYLBENZALDEHYDE